FC=1C=NN(C1)C=1C=CC(=C(C1)O)C1=CN=C(N=N1)C(=C)[C@@H]1[C@@H]([C@H]2CC[C@@H](C1)N2)F 5-(4-fluoro-1H-pyrazol-1-yl)-2-(3-(1-((1R,2S,3R,5S)-2-fluoro-8-azabicyclo[3.2.1]octan-3-yl)vinyl)-1,2,4-triazin-6-yl)phenol